tert-butyl (S)-4-(5-(difluoromethyl)pyrimidin-2-yl)-2-methyl-3,6-dihydropyridine-1(2H)-carboxylate FC(C=1C=NC(=NC1)C=1C[C@@H](N(CC1)C(=O)OC(C)(C)C)C)F